COC(=O)C=1C(C(=C2N(C(CC3=CC(=C(C=C23)OC)OCCCOC)C(C)(C)C)C1)F)=O 6-tert-butyl-1-fluoro-10-methoxy-9-(3-methoxypropoxy)-2-oxo-6,7-dihydro-2H-pyrido[2,1-a]isoquinoline-3-carboxylic acid methyl ester